N-{2-[3-(pyridin-3-yl)ureido]ethyl}propionamide N1=CC(=CC=C1)NC(NCCNC(CC)=O)=O